CN(C([C@H](C)N(C1=CC=CC=C1)O)=O)C (S)-N,N-dimethyl-2-(hydroxy(phenyl)amino)propanamide